C(C1=CC=CC=C1)NC1CCN(CC1)CCCOC1=CC(OC2=CC(=CC=C12)Br)=O 4-(3-(4-(benzylamino)piperidin-1-yl)propoxy)-7-bromo-2H-chromen-2-one